OC1(CC(C1)C)NC(CN1C(C2=CC=C(C(=C2[C@@]2([C@H](C2)F)C1)F)I)=O)=O N-(3-cis-hydroxy-3-methylcyclobutyl)-2-[(2's,4r)-2',5-difluoro-6-iodo-1-oxospiro[3H-isoquinoline-4,1'-cyclopropane]-2-yl]acetamide